ClC1=NC=2C=CC=CC2C2=C1NC(N2CC2=CC(=CC=C2)CN2CCOCC2)=O 4-chloro-1-(3-(morpholinomethyl)benzyl)-1H-imidazo[4,5-c]quinolin-2(3H)-one